C[C@H]1NCC[C@H](C1)C(=O)OC |o1:1,5| rel-methyl (2R,4R)-2-methylpiperidine-4-carboxylate